(S)-(4-(5-chloro-3-((5-fluorobenzo[d]oxazol-2-yl)amino)-2-methylbenzyl)-2-methylpiperazin-1-yl)(cyclopentyl)methanone ClC=1C=C(C(=C(CN2C[C@@H](N(CC2)C(=O)C2CCCC2)C)C1)C)NC=1OC2=C(N1)C=C(C=C2)F